3-methanesulfonyl-4,5-dimethylbenzoic acid CS(=O)(=O)C=1C=C(C(=O)O)C=C(C1C)C